ClC=1C=C(N2N=C(N=CC21)N[C@H]2[C@@H](CN(CC2)S(=O)(=O)C)O)C(C)C(C)C (3R,4R)-4-((5-chloro-7-(3-methylbutan-2-yl)pyrrolo[2,1-f][1,2,4]triazin-2-yl)amino)-1-(methylsulfonyl)piperidin-3-ol